2-((4-chloro-5-fluoro-2-(2-methoxy-7-methylquinoxalin-5-yl)benzo[d]thiazol-6-yl)oxy)ethyl ((1-methyl-1H-pyrazol-3-yl)methyl)carbamate CN1N=C(C=C1)CNC(OCCOC1=CC2=C(N=C(S2)C2=C3N=CC(=NC3=CC(=C2)C)OC)C(=C1F)Cl)=O